2,2-Bis(3-amino-4-hydroxyphenyl)hexafluoro-propane NC=1C=C(C=CC1O)C(C(F)(F)F)(C(F)(F)F)C1=CC(=C(C=C1)O)N